2-hydroxy-ethyl-1,4-diaminobenzene OCCC1=C(C=CC(=C1)N)N